BrC1=C2CN(CC2=CC=C1CN1CCN(CC1)C1=NC(=CC=C1)C=1C=NN2C1N=C(C=C2)N2[C@H](CCC2)C2=C(C=CC(=C2)F)F)C2C(NC(CC2)=O)=O 4-Bromo-5-((4-(6-(5-((R)-2-(2,5-difluorophenyl)pyrrolidin-1-yl)pyrazolo[1,5-a]Pyrimidin-3-yl)pyridin-2-yl)piperazin-1-yl)methyl)-2-(2,6-dioxopiperidin-3-yl)isoindoline